N1N=CC(=C1)C1=CC=C(C=C1)NC1=NC(=NC=C1)C=1C=C2C=C(NC2=CC1)C(=O)N(CC)CC 5-(4-((4-(1H-pyrazol-4-yl)phenyl)amino)pyrimidin-2-yl)-N,N-diethyl-1H-indole-2-carboxamide